FC(C=1C(=NC(=NC1)NC=1C(=NN(C1)C1CCN(CC1)C)C)NCCCN1C(C(C1)(C)C)=O)F 1-(3-((5-(Difluoromethyl)-2-((3-methyl-1-(1-methylpiperidin-4-yl)-1H-pyrazol-4-yl)amino)pyrimidin-4-yl)amino)propyl)-3,3-dimethylazetidin-2-on